4-chloro-2-({3-[(2S)-2-(4-chlorophenyl)-2-hydroxyethyl]-1,2,4-oxadiazol-5-yl}methyl)-5-(1H-pyrazol-4-yl)pyridazin-3-one ClC=1C(N(N=CC1C=1C=NNC1)CC1=NC(=NO1)C[C@H](O)C1=CC=C(C=C1)Cl)=O